(3R)-1-(1-((5-chloro-2-pyridinyl)methyl)-5,6-difluoro-1H-benzimidazol-2-yl)-4,4-difluoro-3-piperidinamine ClC=1C=CC(=NC1)CN1C(=NC2=C1C=C(C(=C2)F)F)N2C[C@H](C(CC2)(F)F)N